(R)-5-chloro-2-fluoro-4-(1-phenylpropylamino)-N-(thiazol-2-yl)benzenesulfonamide ClC=1C(=CC(=C(C1)S(=O)(=O)NC=1SC=CN1)F)N[C@H](CC)C1=CC=CC=C1